FC=1C=C(C=CC1OC1=CC=NC2=CC(=CN=C12)OC)NC(=O)C=1C=NC(=C(C1O)C=1OC(=CC1)C)C N-[3-fluoro-4-[(7-methoxy-1,5-naphthyridin-4-yl)oxy]phenyl]-4-hydroxy-6-methyl-5-(5-methylfuran-2-yl)pyridine-3-carboxamide